FC(C1=CC(=NO1)C1CN(C1)C(=O)[C@@H]1CC[C@H]2N1C(CC[C@@H]1[C@@H](C2)C1)=O)F (3S,6S,7aS,8aR,9aR)-3-(3-(5-(difluoro-methyl)isoxazol-3-yl)azetidine-1-carbonyl)-5-oxodeca-hydro-1H-cyclopropa[d]pyrrolo[1,2-a]azocin